tert-butyl (2S,6R)-4-(7-chloro-8-((2-(4-fluorothiophen-2-yl)-3-hydroxypropyl)thio)-2-oxo-6-(trifluoromethyl)-1,2-dihydroquinazolin-4-yl)-2,6-dimethylpiperazine-1-carboxylate ClC1=C(C=C2C(=NC(NC2=C1SCC(CO)C=1SC=C(C1)F)=O)N1C[C@@H](N([C@@H](C1)C)C(=O)OC(C)(C)C)C)C(F)(F)F